(1S,2S)-bis(2-ethoxy-2-oxoacetamido)cyclohexane Ethyl-2-(2,6-difluoropyridin-3-yl)-5,6,7,8-tetrahydropyrazolo[5,1-b][1,3]oxazepine-3-carboxylate C(C)OC(=O)C=1C(=NN2C1OCCCC2)C=2C(=NC(=CC2)F)F.C(C)OC(C(=O)NC2(CCCCC2)NC(C(OCC)=O)=O)=O